CC1=CC=C(C=C1)S(=O)(=O)S(=O)S(=O)(=O)C1=CC=C(C)C=C1 p-toluenesulfonyl sulfoxide